ClC1=C(C(=O)NC2(CC2)C#N)C=C(C=C1)C1=CN(C=C1)C1=C(C=C(C=C1Cl)C(C(F)(F)F)(C(F)(F)F)F)Cl 2-chloro-N-(1-cyanocyclopropyl)-5-[1-[2,6-dichloro-4-[1,2,2,2-tetrafluoro-1-(trifluoromethyl)ethyl]phenyl]pyrrol-3-yl]benzamide